5-amino-allyluridine-5'-triphosphate P(O)(=O)(OP(=O)(O)OP(=O)(O)O)OC[C@@H]1[C@H]([C@H]([C@@](O1)(N1C(=O)NC(=O)C(=C1)N)CC=C)O)O